NCC[O-] glycinolate